C(C)C1=CC=C(C=C1)C1=C(C2=C(C3=CC=CC=C3C(=C2C=C1)N)N)C1=CC=C(C=C1)CC bis(4-ethylphenyl)anthracene-9,10-diamine